1-(2-dimethylaminoethyl)-N1-methyl-N4-[4-(1-methylindol-3-yl)pyrimidin-2-yl]-5-trifluoromethoxybenzene-1,2,4-triamine CN(CCC1(C(C=C(C(=C1)OC(F)(F)F)NC1=NC=CC(=N1)C1=CN(C2=CC=CC=C12)C)N)NC)C